N-[(6-Amino-2-pyridyl)sulfonyl]-6-(2-isopropyl-4-pyridyl)-2-(2,2,4-trimethylpyrrolidin-1-yl)pyridin-3-carboxamid NC1=CC=CC(=N1)S(=O)(=O)NC(=O)C=1C(=NC(=CC1)C1=CC(=NC=C1)C(C)C)N1C(CC(C1)C)(C)C